BrC1=CC=C(C=C1)C(CC1=CC=C(C=C1)Br)=O 1,2-bis(4-bromophenyl)ethanone